1-(2,6-dichlorophenyl)-4-((4-(5-(oxetan-3-yl)-1H-1,2,4-triazol-1-yl)phenyl)amino)-1H-pyrazole-3-carboxamide ClC1=C(C(=CC=C1)Cl)N1N=C(C(=C1)NC1=CC=C(C=C1)N1N=CN=C1C1COC1)C(=O)N